9-ethyl-8-(furan-3-yl)-6,6-dimethyl-11-oxo-6,11-dihydro-5H-benzo[b]carbazole-3-carbonitrile C(C)C1=CC2=C(C(C=3NC4=CC(=CC=C4C3C2=O)C#N)(C)C)C=C1C1=COC=C1